(E)-3-(3,5-Di-Tert-Butyl-4-Hydroxy-Phenyl)-2-Methanesulfonyl-Acrylonitrile C(C)(C)(C)C=1C=C(C=C(C1O)C(C)(C)C)/C=C(\C#N)/S(=O)(=O)C